C[C@H]1C[C@H]([C@]2([C@H]([C@]1(C)[C@H]3C[C@@H]4C=CO[C@@H]4O3)CC[C@@H]([C@]25CO5)OC(=O)C)COC(=O)C)OC(=O)C The molecule is a diterpenoid isolated from Caryopteris divaricata. It has a role as a plant metabolite. It is a furofuran, a diterpenoid, an acetate ester, a spiro-epoxide and a cyclic acetal.